trans-4-(aminomethyl)-N-(6-chloroquinolin-2-yl)cyclohexanecarboxamide NC[C@@H]1CC[C@H](CC1)C(=O)NC1=NC2=CC=C(C=C2C=C1)Cl